C(#N)C=CO[C@H]1C[C@@H](O[C@@H]1CO)N1C(=O)NC(=O)C(C)=C1 3'-O-cyanovinyl-thymidine